C(C)OC(=O)C=1C(NC(NC1C)=S)C1=CC=C(C=C1)Cl 5-ethoxycarbonyl-6-methyl-4-(4'-chlorophenyl)-3,4-dihydropyrimidine-2-thione